6-(4-cyclopropyl-6-methoxypyrimidin-5-yl)-2-(4-(1-isopropyl-4-(trifluoromethyl)-1H-imidazol-2-yl)benzyl)-2H-pyrazolo[3,4-d]pyrimidine C1(CC1)C1=NC=NC(=C1C=1N=CC=2C(N1)=NN(C2)CC2=CC=C(C=C2)C=2N(C=C(N2)C(F)(F)F)C(C)C)OC